COCOC=1C=C(C=CC1)C=1CCC(CC1)CC=O (3'-(methoxymethoxy)-2,3,4,5-tetrahydro-[1,1'-biphenyl]-4-yl)acetaldehyde